FC1=C(C(=O)N2CCN(CC2)C2=NC=C(C#N)C=C2)C=C(C(=C1)F)CC1=NNC(C2=CC=C(C=C12)C#CC)=O 6-(4-(2,4-Difluoro-5-((4-oxo-7-(prop-1-ynyl)-3,4-dihydrophthalazin-1-yl)methyl)benzoyl)piperazin-1-yl)nicotinonitrile